[Cl-].ClC1=[N+]([C@@H]2[C@@H](N1C)CCCC2)C (3aS,7aS)-2-chloro-1,3-dimethyl-3a,4,5,6,7,7a-hexahydro-1H-benzo[d]imidazol-3-ium chloride